P(=O)([O-])([O-])[O-].[SH3+].[SH3+].[SH3+] Sulfonium phosphate